COC1=CC=C(C=C1)C1=NC=2N(C(=C1)C(F)(F)F)N=CC2C=2C(=NC=CC2)OC 5-(p-methoxyphenyl)-3-(2-methoxypyridin-3-yl)-7-(trifluoromethyl)pyrazolo[1,5-a]pyrimidine